O(C1=CC=CC=C1)CCON O-(2-Phenoxyethyl)hydroxylamine